tert-butyl (2-oxo-2-((4-(o-tolyl)thiazol-2-yl)amino)ethyl)carbamate O=C(CNC(OC(C)(C)C)=O)NC=1SC=C(N1)C1=C(C=CC=C1)C